chloromethylisothiazolin ClCC1=NSCC1